lithium mono-succinate C(CCC(=O)[O-])(=O)[O-].[Li+].[Li+]